1-[2-azido-5-(trifluoromethyl)-3-pyridinyl]Pyrrolidin-2-one N(=[N+]=[N-])C1=NC=C(C=C1N1C(CCC1)=O)C(F)(F)F